bromo-2'-oxospiro[cyclopropane-1,3'-indoline]-1'-carboxylic acid tert-butyl ester C(C)(C)(C)OC(=O)N1C(C2(C3=C(C=CC=C13)Br)CC2)=O